N,N-diallyl-4,4'-oxo-bis-benzenesulfonamide C(C=C)N(S(=O)(=O)C1=CC=C(C=C1)OC1=CC=C(C=C1)S(=O)(=O)N)CC=C